3-methoxy-4-{[6-(trifluoromethyl)pyridin-3-yl]oxy}benzoic acid COC=1C=C(C(=O)O)C=CC1OC=1C=NC(=CC1)C(F)(F)F